(1S,2S)-2-(hydroxymethyl)-1-methylcyclopropane-1-carboxylate OC[C@@H]1[C@](C1)(C(=O)[O-])C